COC(C1=C(C=C(C(=C1)C1=CC=2N(C=C1)N=C(N2)N)F)C=C)=O 5-(2-amino-[1,2,4]triazolo[1,5-a]pyridin-7-yl)-4-fluoro-2-vinylbenzoic acid methyl ester